Methyl 3'-(2,4-bis(benzyloxy)-N-ethyl-5-isopropylbenzamido)-5-(ethyl(tetrahydro-2H-pyran-4-yl)amino)-4-methyl-[1,1'-biphenyl]-3-carboxylate C(C1=CC=CC=C1)OC1=C(C(=O)N(CC)C=2C=C(C=CC2)C2=CC(=C(C(=C2)N(C2CCOCC2)CC)C)C(=O)OC)C=C(C(=C1)OCC1=CC=CC=C1)C(C)C